lithium sulphide phosphorus [P+3].[S-2].[Li+].[S-2]